OCCN(CCCN(CCCC(=O)[O-])CCCC(=O)[O-])CCCC(OCCCCCCCC\C=C/CCCC)=O (3-((2-hydroxyethyl)(4-oxo-4-((Z)-tetradec-9-en-1-yloxy)butyl)amino)propylazanediyl)dibutanoate